3-cyano-N-(2-oxo-1-(tetrahydro-2H-pyran-4-yl)-2-((4-(trimethylsilyl)phenyl)amino)ethyl)propanamide C(#N)CCC(=O)NC(C(NC1=CC=C(C=C1)[Si](C)(C)C)=O)C1CCOCC1